6-[2-(2,2-difluoroethoxy)phenyl]-N-[4-(difluoromethyl)phenyl]-2-methyl-5-oxo-2,5-dihydropyridazine-4-carboxamide FC(COC1=C(C=CC=C1)C=1C(C(=CN(N1)C)C(=O)NC1=CC=C(C=C1)C(F)F)=O)F